C(C)OC1=NC=C(C(=C1)N1C(N(C2=C1C=CC(=C2)C(=O)N[C@@]2(CS(CC2)(=O)=O)C)C(C)C)=O)F (S)-1-(2-Ethoxy-5-fluoropyridin-4-yl)-3-isopropyl-N-(3-methyl-1,1-dioxidotetrahydrothiophen-3-yl)-2-oxo-2,3-dihydro-1H-benzo[d]imidazole-5-carboxamide